7-(5-benzylthiophen-2-yl)-3H-imidazo[4,5-b]pyridine C(C1=CC=CC=C1)C1=CC=C(S1)C1=C2C(=NC=C1)NC=N2